cyclohexyl-[[5-(dicyclohex-ylphosphanylmethyl)acridin-4-yl]methyl]phosphane C1(CCCCC1)PCC1=CC=CC2=CC3=CC=CC(=C3N=C12)CP(C1CCCCC1)C1CCCCC1